3,5-diisopropylphenol C(C)(C)C=1C=C(C=C(C1)C(C)C)O